C(C)C(C(N(CC)CC)(CC)CC)N triethyl-N,N-diethylethylenediamine